4-[4-cyano-6-[1-[2-(3,3-difluoroazetidin-1-yl)-2-oxoethyl]pyrazol-4-yl]-2-methylindazol-3-yl]-2-(difluoromethoxy)-N-[(1-fluorocyclopropyl)methyl]-6-methoxybenzamide C(#N)C=1C2=C(N(N=C2C=C(C1)C=1C=NN(C1)CC(=O)N1CC(C1)(F)F)C)C1=CC(=C(C(=O)NCC2(CC2)F)C(=C1)OC)OC(F)F